C1(CC1)[C@H](CP(O)(=O)C)C1=CC(=CC=C1)OCC1CCC(CC1)C=1C(=NC=C(C1)OC)C(F)(F)F ((S)-2-cyclopropyl-2-(3-(((1r,4S)-4-(5-methoxy-2-(trifluoromethyl)pyridin-3-yl)cyclohexyl)methoxy)phenyl)ethyl)(methyl)phosphinic acid